docosyl glycolate C(CO)(=O)OCCCCCCCCCCCCCCCCCCCCCC